NCC1C(CCCC1)CN 1,2-bisaminomethylcyclohexane